ClC1=C2C(=NC=C1)NC(=C2)C=2C=CC(=NC2)NCCN2CCOCC2 5-(4-chloro-1H-pyrrolo[2,3-b]pyridin-2-yl)-N-(2-morpholinoethyl)pyridin-2-amine